OC1=CC2=C(C(=C(O2)C(=C)C)C(C=CC2=CC=CC=C2)=O)C=C1 1-(6-Hydroxy-2-(prop-1-en-2-yl)benzofuran-yl)-3-phenylprop-2-en-1-one